CC1=CC(=NN1)CN (5-methyl-1H-pyrazol-3-yl)methanamine